COC(C1=CC=C(C=C1)C=1C(=NC=C(C1)C1=CC=C(C=C1)N1CCOCC1)N)=O 4-(2-amino-5-(4-morpholinophenyl)pyridin-3-yl)benzoic acid methyl ester